2-(5-{1-[(6,7-dimethoxy-2-methylquinazolin-4-yl)amino]ethyl}thiophen-2-yl)-N,N-dimethylbenzenesulfonamide COC=1C=C2C(=NC(=NC2=CC1OC)C)NC(C)C1=CC=C(S1)C1=C(C=CC=C1)S(=O)(=O)N(C)C